C1(CC1)C1CCN(CC1)C1=C(C=CC(=C1)C(F)(F)F)NC(C(C)(C)N1N=CC(=C1)I)=O N-(2-(4-cyclopropylpiperidin-1-yl)-4-(trifluoromethyl)phenyl)-2-(4-iodo-1H-pyrazol-1-yl)-2-Methylpropionamide